C(C)(=O)OCC(CNC(CC1=CC=C(C=C1)C#C)=O)OC(C)=O 3-(2-(4-ethynylphenyl)acetamido)propane-1,2-diyl diacetate